BrC1=CC2=C(C(=N1)NC=1C=CC(=C(C(=O)NC(CF)CF)C1)C)N(C=N2)C(C)C 5-((6-bromo-3-isopropyl-3H-imidazo[4,5-c]pyridin-4-yl)amino)-N-(1,3-difluoropropan-2-yl)-2-methylbenzamide